pyridin-2-yl-methyl-1,1-bis(pyridin-2-yl)-2-phenyl-1-aminoethan N1=C(C=CC=C1)C(C(N)(C1=NC=CC=C1)C1=NC=CC=C1)(C1=CC=CC=C1)C